ClC1=C(/C=C/C=2C=CC(=NC2)N(C)C)C(=CC=C1)F (E)-5-(2-chloro-6-fluorostyryl)-N,N-DIMETHYLPYRIDIN-2-amine